FC=1C=NC(=NC1)N1C[C@@H](N(CC1)C(=O)OC(C)(C)C)C tert-butyl (S)-4-(5-fluoropyrimidin-2-yl)-2-methylpiperazine-1-carboxylate